BrC1=CC=C(C=C1)N1C(N(C2(C1)CCN(CC2)C(=O)OC)CC2=CC(=CC=C2)OC)=O methyl 3-(4-bromophenyl)-1-(3-methoxybenzyl)-2-oxo-1,3,8-triazaspiro[4.5]decane-8-carboxylate